C1=CC=CC=2SC3=CC=CC=C3N(C12)C1=CC=C(C=C1)B(O)O (4-(10H-phenothiazin-10-yl)phenyl)boronic acid